2-methyl-cyclopropan-2-ol CC1(CC1)O